4-(1-methyl-1H-pyrazolo[3,4-b]pyridin-5-yl)-5-(6-methylpyridin-2-yl)-1H-imidazol-2-amine CN1N=CC=2C1=NC=C(C2)C=2N=C(NC2C2=NC(=CC=C2)C)N